OC1=C(C(=O)OC)C=C(C=C1)N1CCOCC1 methyl 2-hydroxy-5-morpholin-4-ylbenzoate